2-chloro-N-(1-methylcyclopropyl)thieno[2,3-d]pyrimidin-4-amine ClC=1N=C(C2=C(N1)SC=C2)NC2(CC2)C